Meta-aminoanisole NC=1C=C(C=CC1)OC